(S)-(3-Fluorophenyl)(4-(4-methoxyphenethyl)-7-azabicyclo[2.2.1]heptan-1-yl)methanol FC=1C=C(C=CC1)[C@H](O)C12CCC(CC1)(N2)CCC2=CC=C(C=C2)OC